4-(5-(1-(2-(3,3-difluoropyrrolidin-1-yl)acetyl)piperidin-4-yl)-3-isopropyl-1H-indol-2-yl)-2-methyl-2,5,6,7-tetrahydro-1H-cyclopenta[c]pyridin-1-one FC1(CN(CC1)CC(=O)N1CCC(CC1)C=1C=C2C(=C(NC2=CC1)C=1C2=C(C(N(C1)C)=O)CCC2)C(C)C)F